FC1=CC=C(C(=O)N[C@@H](C(=O)NC2=CC=C(C=C2)S(NC(C)(CCO)C)(=O)=O)CC(C)C)C=C1 (R)-4-fluoro-N-(1-((4-(N-(4-hydroxy-2-methylbutan-2-yl)sulfamoyl)phenyl)amino)-4-methyl-1-oxopentan-2-yl)benzamide